1-(4-{6-[3-(cyclopropyldifluoromethyl)-7-methyl-7H-imidazo[4,5-c]pyridazin-6-yl]-5-(ethanesulfonyl)pyridin-3-yl}phenyl)cyclopropane-1-carbonitrile C1(CC1)C(C1=CC2=C(N=N1)N(C(=N2)C2=C(C=C(C=N2)C2=CC=C(C=C2)C2(CC2)C#N)S(=O)(=O)CC)C)(F)F